rac-(2S,3R,4R,5S)-3-(3,4-difluoro-2-methoxy-phenyl)-4,5-dimethyl-N-(2-methylsulfanyl-4-pyridyl)-5-(trifluoromethyl)tetrahydrofuran-2-carboxamide FC=1C(=C(C=CC1F)[C@@H]1[C@H](O[C@@]([C@@H]1C)(C(F)(F)F)C)C(=O)NC1=CC(=NC=C1)SC)OC |r|